4-butoxy-N-(4-morpholinophenyl)benzenesulfonamide 4-nitrophenyl-N2-[(benzyloxy)carbonyl]-L-asparaginate [N+](=O)([O-])C1=CC=C(C=C1)N([C@@H](CC(N)=O)C(=O)O)C(=O)OCC1=CC=CC=C1.C(CCC)OC1=CC=C(C=C1)S(=O)(=O)NC1=CC=C(C=C1)N1CCOCC1